CC(=O)N[C@@H]1[C@H]([C@@H]([C@H](O[C@H]1O[C@H]2[C@H]([C@H](O[C@H]([C@@H]2O)O)CO)O)CO[C@H]3[C@@H]([C@H]([C@@H]([C@H](O3)CO)O)O)O)O)O The molecule is a linear amino trisaccharide having beta-D-galactose at the reducing end with a beta-D-glucosyl-(1->6)-N-acetyl-beta-D-glucosaminyl moiety at the 3-position. It is an amino trisaccharide and a glucosamine oligosaccharide.